1-(cyclopropylmethyl)-5-formyl-2-oxo-1,2-dihydropyridine-3-carboxylic acid methyl ester COC(=O)C=1C(N(C=C(C1)C=O)CC1CC1)=O